C(C)(C)(C)OC(=O)NC1=NN(C2=CC(=CC=C12)C(=O)OC)C1CC1 methyl 3-[(tert-butoxycarbonyl) amino]-1-cyclopropylindazole-6-carboxylate